4-(3-fluoro-4-(2-methylpyrrolidin-1-yl)phenyl)-5-methylthiazol-2-amine FC=1C=C(C=CC1N1C(CCC1)C)C=1N=C(SC1C)N